C(CC)[Si](OC)(OC)OC propyl-trimethoxysilane